4-{5-chloro-4-pyrazolo[1,5-a]Pyridin-3-ylpyrimidin-2-yl}-5-methoxy-N1-methyl-N1-(2-morpholin-4-ylethyl)benzene-1,2,4-triamine ClC=1C(=NC(=NC1)C1(CC(=C(C=C1OC)N(CCN1CCOCC1)C)N)N)C=1C=NN2C1C=CC=C2